C(C)(C)C=1C=C(OCC(=O)NN)C=CC1 2-(3-Isopropylphenoxy)acetyl-hydrazine